2-(4,4-difluoro-1-piperidyl)-5-(4,4,5,5-tetramethyl-1,3,2-dioxaborolan-2-yl)pyridine FC1(CCN(CC1)C1=NC=C(C=C1)B1OC(C(O1)(C)C)(C)C)F